FC=1C=C(C=CC1[N+](=O)[O-])C(C#N)C 2-(3-fluoro-4-nitro-phenyl)propanenitrile